N-(5-((3S)-1-(2,2-dimethylcyclopentyl)pyrrolidine-3-carboxamido)-2-methylpyridin-3-yl)-6-(1-methyl-1H-pyrazol-4-yl)pyrazolo[1,5-a]pyrazine-3-carboxamide CC1(C(CCC1)N1C[C@H](CC1)C(=O)NC=1C=C(C(=NC1)C)NC(=O)C=1C=NN2C1C=NC(=C2)C=2C=NN(C2)C)C